(S)-1-(3-(4-amino-7-chloro-3-((2,6-difluoro-3,5-dimethoxyphenyl)ethynyl)-1H-pyrazolo[4,3-c]pyridin-1-yl)pyrrolidin-1-yl)prop-2-en-1-one NC1=NC=C(C2=C1C(=NN2[C@@H]2CN(CC2)C(C=C)=O)C#CC2=C(C(=CC(=C2F)OC)OC)F)Cl